1-[2-(benzyloxy)phenyl]-2-methylpropan-1-one C(C1=CC=CC=C1)OC1=C(C=CC=C1)C(C(C)C)=O